N-(1-(3-Fluoro-2'-methoxy-[1,1'-biphenyl]-4-yl)-2-oxopiperidin-3-yl)-N-(2-morpholino-2-oxoethyl)-benzo[d][1,3]dioxol-5-sulfonamid FC=1C=C(C=CC1N1C(C(CCC1)N(S(=O)(=O)C1=CC2=C(OCO2)C=C1)CC(=O)N1CCOCC1)=O)C1=C(C=CC=C1)OC